4-([1,1':4',1''-terphenyl]-4-yl)-2-chloro-9,9-dimethyl-9H-indeno[2,1-d]pyrimidine C1(=CC=C(C=C1)C=1C2=C(N=C(N1)Cl)C(C=1C=CC=CC12)(C)C)C1=CC=C(C=C1)C1=CC=CC=C1